N-methyl-N-(3-(trifluoromethyl)benzyl)benzamide CN(C(C1=CC=CC=C1)=O)CC1=CC(=CC=C1)C(F)(F)F